6-(4-Glycylpiperazin-1-yl)nicotinonitrile NCC(=O)N1CCN(CC1)C1=NC=C(C#N)C=C1